The molecule is a prostaglandin Falpha that is prostaglandin F1alpha bearing a keto substituent at the 6-position. It has a role as a human metabolite and a mouse metabolite. It derives from a prostaglandin F1alpha. It is a conjugate acid of a 6-oxoprostaglandin F1alpha(1-). CCCCC[C@@H](/C=C/[C@H]1[C@@H](C[C@@H]([C@@H]1CC(=O)CCCCC(=O)O)O)O)O